8-(3H-imidazo[4,5-b]pyridin-7-yl)-5-methyl-2-(6-methylpyridin-2-yl)-7,8-dihydropteridin-6(5H)-one N1=CNC2=NC=CC(=C21)N2CC(N(C=1C=NC(=NC21)C2=NC(=CC=C2)C)C)=O